C1(CCC1)C1=CC=C(CC2=NOC(=N2)CC(C(=O)O)=C)C=C1 2-((3-(4-cyclobutylbenzyl)-1,2,4-oxadiazol-5-yl)methyl)acrylic acid